ClC1=C(C(=C(C(=C1F)F)F)F)F chloropentafluoro-benzene